C1(=CC=C2C=CC=CC=C12)C1=CC=C2C=CC3=CC=CC4=CC=C1C2=C34 azulenylpyrene